C1(=CCC1)P(O)(=O)CCC cyclobutenyl-propyl-phosphinic acid